C1=CC2=C(C(=C1)O)NC(=CC2=O)C(=O)O The molecule is a quinolinemonocarboxylic acid that is quinoline-2-carboxylic acid substituted by hydroxy groups at C-4 and C-8. It has a role as a metabotropic glutamate receptor agonist, an iron chelator, a vesicular glutamate transport inhibitor and an animal metabolite. It is a quinolinemonocarboxylic acid and a dihydroxyquinoline. It is a conjugate acid of a xanthurenate.